The molecule is an oligosaccharide (docosasaccharide) consisting of a linear sequence of six D-arabinofuranose residues all linked alpha(1->5), to the residue distal from the reducing end are added via alpha(1->3) and alpha(1->5) linkages two branched sequences of beta-D-arabinofuranosyl-(1->2)-alpha-D-arabinofuranosyl-(1->3)-[beta-D-arabinofuranosyl-(1->2)-alpha-D-arabinofuranosyl-(1->5)]-alpha-D-arabinofuranosyl-(1->5)-alpha-D-arabinofuranosyl-(1->5)-alpha-D-arabinofuranosyl-(1->5)-alpha-D-arabinofuranosyl. C([C@@H]1[C@H]([C@@H]([C@@H](O1)O[C@H]2[C@@H]([C@H](O[C@@H]2OC[C@@H]3[C@H]([C@@H]([C@H](O3)OC[C@@H]4[C@H]([C@@H]([C@H](O4)OC[C@@H]5[C@H]([C@@H]([C@H](O5)OC[C@@H]6[C@H]([C@@H]([C@H](O6)OC[C@@H]7[C@H]([C@@H]([C@H](O7)OC[C@@H]8[C@H]([C@@H]([C@H](O8)OC[C@@H]9[C@H]([C@@H]([C@H](O9)OC[C@@H]1[C@H]([C@@H]([C@H](O1)OC[C@@H]1[C@H]([C@@H]([C@H](O1)OC[C@@H]1[C@H]([C@@H](C(O1)O)O)O)O)O)O)O)O)O)O)O)O)O[C@@H]1[C@H]([C@@H]([C@H](O1)CO[C@@H]1[C@H]([C@@H]([C@H](O1)CO[C@@H]1[C@H]([C@@H]([C@H](O1)CO[C@@H]1[C@H]([C@@H]([C@H](O1)CO[C@@H]1[C@H]([C@@H]([C@H](O1)CO)O)O[C@H]1[C@H]([C@@H]([C@H](O1)CO)O)O)O[C@@H]1[C@H]([C@@H]([C@H](O1)CO)O)O[C@H]1[C@H]([C@@H]([C@H](O1)CO)O)O)O)O)O)O)O)O)O)O)O)O)O)O)O)O)O[C@@H]1[C@H]([C@@H]([C@H](O1)CO)O)O[C@H]1[C@H]([C@@H]([C@H](O1)CO)O)O)CO)O)O)O)O